BrC=1C=CC(=NC1)C(=O)NCCO 5-Bromo-N-(2-hydroxyethyl)pyridineamide